(E)-3-(1-(2-bromo-4-chlorophenyl)-3,3,3-trifluoroprop-1-en-2-yl)-6-chloro-2-(trifluoromethyl)benzofuran BrC1=C(C=CC(=C1)Cl)\C=C(\C(F)(F)F)/C1=C(OC2=C1C=CC(=C2)Cl)C(F)(F)F